6H-dibenzo[b,d]thiopyran C1=CC=CC=2SCC3=C(C21)C=CC=C3